4-bromo-3,5-heptanediol dibenzoate C(C1=CC=CC=C1)(=O)OC(CC)C(C(CC)OC(C1=CC=CC=C1)=O)Br